BrC=1C(=C(C=CC1)C(C)C1=NN(C(=C1)N)C1=C(C=CC(=C1)OC=1C(=C2C=CN(C2=CC1F)S(=O)(=O)C1=CC=C(C)C=C1)F)F)F 3-(1-(3-Bromo-2-fluorophenyl)ethyl)-1-(5-((4,6-difluoro-1-tosyl-1H-indol-5-yl)oxy)-2-fluorophenyl)-1H-pyrazol-5-amine